1-(6-(3-((2R,6S)-4-acetyl-2,6-dimethylpiperazin-1-yl)-4-(5-chloro-6-methyl-1H-indazol-4-yl)-5-methyl-1H-pyrazol-1-yl)-2-azaspiro[3.3]heptan-2-yl)prop-2-en-1-one trifluoroacetate FC(C(=O)O)(F)F.C(C)(=O)N1C[C@H](N([C@H](C1)C)C1=NN(C(=C1C1=C2C=NNC2=CC(=C1Cl)C)C)C1CC2(CN(C2)C(C=C)=O)C1)C